C(C1=CC=CC=C1)NC(CC1=CC=C(C=C1)N1N=NC(=C1)COC1=CC=CC=C1)=O N-benzyl-2-(4-(4-(phenoxymethyl)-1H-1,2,3-triazol-1-yl)phenyl)acetamide